2-methyl-5-(4,4,5,5-tetramethyl-1,3,2-dioxaborolan-2-yl)-1-isoindolinone CN1C(C2=CC=C(C=C2C1)B1OC(C(O1)(C)C)(C)C)=O